5-amino-6-(3-methoxy-2,6-dimethylphenyl)-2-(pyridin-4-yl)pyrimidine-4-carbonitrile NC=1C(=NC(=NC1C1=C(C(=CC=C1C)OC)C)C1=CC=NC=C1)C#N